ClC1=CC=C(C(=N1)N1N=C(C=C1C)C#N)C(F)(F)F 1-[6-chloro-3-(trifluoromethyl)-2-pyridyl]-5-methyl-pyrazole-3-carbonitrile